2-[3-(4-fluorophenyl)-4-(4-pyridyl)isoxazol-5-yl]acetic acid FC1=CC=C(C=C1)C1=NOC(=C1C1=CC=NC=C1)CC(=O)O